C1(=CC=CC=C1)OC(=O)N1C2CC(C3=CC=C(N=C13)C(OC)OC)(C2)F 7-(dimethoxymethyl)-4-fluoro-3,4-dihydro-2,4-methylene-1,8-naphthyridine-1(2H)-carboxylic acid phenyl ester